ClC1=CN=C2C(=N1)N(N=C2C2=CC=C(C=C2)C(F)(F)F)C2CN(C2)C(C(=C)F)=O 1-(3-(6-chloro-3-(4-(trifluoro-methyl)phenyl)-1H-pyrazolo[3,4-b]pyrazin-1-yl)azetidin-1-yl)-2-fluoroprop-2-en-1-one